N-{(3S,4R)-5-fluoro-3-[(2-fluoro[biphenyl]-3-yl)methyl]-2-[2-hydroxy(2-2H)propanoyl]-2-azabicyclo[3.1.1]heptan-4-yl}methanesulfonamide FC12[C@@H]([C@@H](N(C(C1)C2)C(C(C)([2H])O)=O)CC=2C(=C(C=CC2)C2=CC=CC=C2)F)NS(=O)(=O)C